N-[6-(5-chloro-1,3-benzoxazol-2-yl)spiro[3.3]heptan-2-yl]-1,1-dioxo-1,4-thiazinane-4-carboxamide ClC=1C=CC2=C(N=C(O2)C2CC3(CC(C3)NC(=O)N3CCS(CC3)(=O)=O)C2)C1